C(C)OC(=O)C=1C(NNC1)=O 3-oxo-1,2-dihydropyrazole-4-carboxylic acid ethyl ester